NCCCCCCNC(=O)CNC=1C=2N=CN([C@H]3[C@H](O)[C@H](O)[C@@H](CO)O3)C2N=CN1 N6-([6-aminohexyl]carbamoyl-methyl)-adenosine